2-(2-methylpropan-2-enoyloxy)acetic acid CC(C(=O)OCC(=O)O)=C